CC1=NOC(=C1C=1C=C(C=CC1)[C@H](CC(=O)OCC)NC(=O)NC=1C(N(C(=CC1O)C)C)=O)C Ethyl (S)-3-(3-(3,5-Dimethylisoxazol-4-yl)phenyl)-3-(3-(4-hydroxy-1,6-dimethyl-2-oxo-1,2-dihydropyridin-3-yl)ureido)propanoat